n-pentyl-1,3-dioxolane C(CCCC)C1OCCO1